C(C)(C)NC(O[C@H]1C[C@H](CC1)C1=NN(C(=C1)NC1=NC=CC(=C1)C#CC1=C(C(=CC=C1)OCC1=CC=C(C=C1)OC)C1OCCO1)C(C)(C)C)=O (1R,3S)-3-{1-tert-butyl-5-[(4-{2-[2-(1,3-dioxolan-2-yl)-3-[(4-methoxyphenyl)methoxy]phenyl]ethynyl}pyridin-2-yl)amino]pyrazol-3-yl}cyclopentyl N-isopropylcarbamate